1-(3-methylpyridin-4-yl)-1H-benzo[d]imidazol-2(3H)-one CC=1C=NC=CC1N1C(NC2=C1C=CC=C2)=O